C1(=CC=CC=C1)P(C1=CC=CC=C1)C=1C(=C(C2=CC=CC=C2C1)C1=CC=CC2=CC=CC=C12)P(C1=CC=CC=C1)C1=CC=CC=C1 bisdiphenylphosphino-1,1'-binaphthyl